FC1=C(CSC2=C3CN(C(C3=CC=C2)=O)C2C(NC(CC2)=O)=O)C=CC(=C1)CNC1CC2(C1)CCC2 3-(4-((2-fluoro-4-((spiro[3.3]heptan-2-ylamino)methyl)benzyl)thio)-1-oxoisoindolin-2-yl)piperidine-2,6-dione